2,5-dimethoxy-4-propoxy-amphetamine COC1=C(CC(N)C)C=C(C(=C1)OCCC)OC